2-Acetyl-7-chloro-1,2,3,4-tetrahydroisoquinoline-5-carbaldehyde C(C)(=O)N1CC=2C=C(C=C(C2CC1)C=O)Cl